3-(5-Amino-2-chloro-4-fluoro-phenyl)-5-(trifluoromethyl)-4H-isoxazole-5-carboxylic acid methyl ester COC(=O)C1(CC(=NO1)C1=C(C=C(C(=C1)N)F)Cl)C(F)(F)F